C12(CC3CC(CC(C1)C3)C2)CNCC2=C(C(=O)NO)C=C(C=C2F)F ((((adamantan-1-yl)methyl)amino)methyl)-3,5-difluoro-N-hydroxybenzamide